4H-thieno[3,2-c]chromene S1C=CC=2COC=3C=CC=CC3C21